p-methylphenyl-boric acid CC1=CC=C(C=C1)OB(O)O